1-(5-(2-Methoxybenzo[d]thiazol-6-yl)-6-(6-methylpyridin-2-yl)-2,3-dihydro-1H-imidazo[1,2-a]imidazol-1-yl)ethan-1-one COC=1SC2=C(N1)C=CC(=C2)C2=C(N=C1N2CCN1C(C)=O)C1=NC(=CC=C1)C